2-(tert-butyloxycarbonylamino)-2-methylpropanoic acid C(C)(C)(C)OC(=O)NC(C(=O)O)(C)C